C1=CC=CC=2OC3=CC=CC=C3C3(C12)NC(C1=CC=CC=C13)=O spiro[isoindoline-1,9'-xanthene]-3-one